4-({[tert-butyl(dimethyl)silyl]oxy}methyl)-2,3,6-trifluorobenzonitrile [Si](C)(C)(C(C)(C)C)OCC1=C(C(=C(C#N)C(=C1)F)F)F